2,5-dimethyl-2,3,4,5-tetrahydropyrido[2,3-f][1,4]oxazepin-7-ol hydrochloride Cl.CC1OC2=C(C(NC1)C)N=C(C=C2)O